C[C@H]1CN2C(OC1)=CC=N2 (S)-6-methyl-6,7-dihydro-5H-pyrazolo[5,1-b][1,3]Oxazine